N-(3,5-dimethyltricyclo[3.3.1.13,7]dec-1-yl)-2-fluorobenzenesulfonamide CC12CC3(CC(CC(C1)(C3)C)C2)NS(=O)(=O)C2=C(C=CC=C2)F